1-(oxetan-3-yl)-4-[4-(4,4,5,5-tetramethyl-1,3,2-dioxaborolan-2-yl)phenyl]piperazine tert-butyl-2-((1S,2S)-2-(2-isopropylphenyl)cyclopentyl)-2,7-diazaspiro[3.5]nonane-7-carboxylate C(C)(C)(C)OC(=O)N1CCC2(CN(C2)[C@@H]2[C@@H](CCC2)C2=C(C=CC=C2)C(C)C)CC1.O1CC(C1)N1CCN(CC1)C1=CC=C(C=C1)B1OC(C(O1)(C)C)(C)C